C(C)(=O)NN1C=CC2=CC=CC(=C12)C 1-(Acetamido)-7-methylindole